N1C(NC(C1)=O)=O dihydro-imidazoledione